4-morpholinophenylbutanone O1CCN(CC1)C1=CC=C(C=C1)CC(CC)=O